CC1=CSC2=C1N=NN=C2NCC=2SC=CC2 7-Methyl-N-(thiophen-2-ylmethyl)thieno[3,2-d][1,2,3]triazin-4-amine